ClC=1N=C(C=2N(C1)N=CC2C#N)C=2C=CC(=NC2)N2CCC(CC2)(C(=O)NC(C)C)CC 1-[5-(6-chloro-3-cyano-pyrazolo[1,5-a]pyrazin-4-yl)-2-pyridyl]-4-ethyl-N-isopropyl-piperidine-4-carboxamide